(2R)-2-(hydroxymethyl)-4,4-dimethoxypyrrolidine-1-carboxylic acid tert-butyl ester C(C)(C)(C)OC(=O)N1[C@H](CC(C1)(OC)OC)CO